4-(azetidin-1-yl)-3-(3-pyridyl)-1H-pyrrolo[2,3-b]pyridine N1(CCC1)C1=C2C(=NC=C1)NC=C2C=2C=NC=CC2